1-(4-fluoro-2-methylphenyl)-3-(2-methyl-6-oxo-1,6-dihydropyridin-3-yl)-7-(trifluoromethyl)-2,3-dihydropyrido[3,2-d]pyrimidin-4(1H)-one FC1=CC(=C(C=C1)N1CN(C(C2=C1C=C(C=N2)C(F)(F)F)=O)C2=C(NC(C=C2)=O)C)C